6-chloro-3-(2,4,5-trifluoro-3-methylphenyl)-1-benzothiophene-2-carboxylic acid ClC1=CC2=C(C(=C(S2)C(=O)O)C2=C(C(=C(C(=C2)F)F)C)F)C=C1